S(=O)(=O)(O)/C(/C(=O)O)=C\C(=O)O sulfofumaric acid